9-(4-(2-(2-ethoxyethoxy)ethoxy)phenyl)-N-(9-(4-(2-(2-ethoxyethoxy)ethoxy)phenyl)-6-nitro-9H-carbazol-3-yl)-N-(4-methoxyphenyl)-6-nitro-9H-carbazol-3-amine C(C)OCCOCCOC1=CC=C(C=C1)N1C2=CC=C(C=C2C=2C=C(C=CC12)N(C1=CC=C(C=C1)OC)C=1C=CC=2N(C3=CC=C(C=C3C2C1)[N+](=O)[O-])C1=CC=C(C=C1)OCCOCCOCC)[N+](=O)[O-]